4,5-dichlorothiazole-2-carbaldehyde ClC=1N=C(SC1Cl)C=O